[Cl-].C(C=C)(=O)O[NH2+]CC(C)O acryloyloxy(2-hydroxypropyl)ammonium chloride